1-ethyl-5-(6-(2-hydroxy-6-methyl-4-(trifluoromethyl)phenyl)-3-methyl-2H-pyrazolo[3,4-b]pyridin-2-yl)piperidin-2-one C(C)N1C(CCC(C1)N1N=C2N=C(C=CC2=C1C)C1=C(C=C(C=C1C)C(F)(F)F)O)=O